CN1N=CC2=CC=CC(=C12)NS(=O)(=O)C=1C=NN(C1)C1=NC=CC(=C1)N1CCCC1 N-(1-METHYL-1H-INDAZOL-7-YL)-1-(4-(PYRROLIDIN-1-YL)PYRIDIN-2-YL)-1H-PYRAZOLE-4-SULFONAMIDE